NC1=C(C(=NN1C)C1CC2CC(CC2C1)C(=O)O)C(NC1=CC(=C(C=C1)F)Cl)=O 5-(5-Amino-4-(3-chloro-4-fluorophenylcarbamoyl)-1-methyl-1H-pyrazol-3-yl)octahydropentalene-2-carboxylic acid